8'-fluoro-1'-[trans-4-(pyridin-2-yloxy)cyclohexyl]-4'H,6'H-spiro[1,3-dioxolan-2,5'-[1,2,4]triazolo[4,3-a][1]benzazepine] FC=1C=CC2=C(CC3(CC=4N2C(=NN4)[C@@H]4CC[C@H](CC4)OC4=NC=CC=C4)OCCO3)C1